1-(3-Difluoromethyl-bicyclo[1.1.1]pent-1-yl)-3-(3-fluoro-5-trifluoromethyl-benzyl)-urea FC(C12CC(C1)(C2)NC(=O)NCC2=CC(=CC(=C2)C(F)(F)F)F)F